Cl.FC1(C2CNC(CC1)C2)F 2,2-difluoro-6-azabicyclo[3.2.1]Octane hydrochloride